2-chloro-N-(5-chloropyridin-2-yl)acetamide C1=CC(=NC=C1Cl)NC(=O)CCl